1-[9-ethyl-6-(2-methylbenzoyl)-9H-carbazol-3-yl]-thiophenylmethane C(C)N1C2=CC=C(C=C2C=2C=C(C=CC12)S1C(=CC=C1)C)C(C1=C(C=CC=C1)C)=O